NC1=NC=CC(=N1)C1=C(N=C(S1)C(C)(C)C)C=1C(=C(C=CC1)NS(=O)(=O)C1=C(C=C(C=C1)F)C(F)(F)F)F N-(3-(5-(2-aminopyrimidin-4-yl)-2-(tert-butyl)thiazol-4-yl)-2-fluorophenyl)-4-fluoro-2-(trifluoromethyl)benzenesulfonamide